1-(3,5-difluoro-2-hydroxymethylphenyl)-3-(3-fluorophenyl)urea FC=1C(=C(C=C(C1)F)NC(=O)NC1=CC(=CC=C1)F)CO